NC1=NN(C=C1)CCCCC(=O)OC(C)(C)C tert-butyl 5-(3-amino-1H-pyrazol-1-yl)pentanoate